O[C@@H](C)C=1N(C=CN1)CC1=NOC(=C1)C1=CC=C(C=C1)C#CC1=CC=C(CN2CC(C2)CC(=O)OC)C=C1 methyl (S)-2-(1-(4-((4-(3-((2-(1-hydroxyethyl)-1H-imidazol-1-yl)methyl)isoxazol-5-yl)phenyl)ethynyl)benzyl)azetidin-3-yl)acetate